Cl.Cl.FC1=C(C=CC(=C1)C1(CNCC1)O)C=1N=C2SC3=C(N2C1)C=CC(=C3)C(=O)NCCCN3CCC(CC3)F 2-(2-fluoro-4-(3-hydroxypyrrolidin-3-yl)phenyl)-N-(3-(4-fluoropiperidin-1-yl)propyl)benzo[d]imidazo[2,1-b]thiazole-7-carboxamide dihydrochloride